C(C(C)=C)OC1=CC=C(C(=O)C2=CC=CC=C2)C=C1 4-methallyloxy-benzophenone